(E)-2-(3-(dimethoxymethyl)-2-((4-nitrophenyl)sulfonyl)-2,3-dihydro-1H-benzo[f]isoindol-1-yl)acetic acid butyl ester C(CCC)OC(CC1N(C(C=2C=C3C(=CC12)C=CC=C3)C(OC)OC)S(=O)(=O)C3=CC=C(C=C3)[N+](=O)[O-])=O